4-methyl-2-(3-methylisothiazol-5-yl)imidazo[1,5-b]Pyridazine-7-carboxylic acid CC=1C=2N(N=C(C1)C1=CC(=NS1)C)C(=NC2)C(=O)O